ClC=1C=C(C=CC1C(=O)N1CCN(CC1)C(=O)C1CCNCC1)NC(=O)C=1N(C(=CN1)C=1C=NN(C1C(F)(F)F)C1=NC=CC(=N1)N(C)C)C N-[3-chloro-4-[4-(piperidine-4-carbonyl)piperazine-1-carbonyl]phenyl]-5-[1-[4-(dimethylamino)pyrimidin-2-yl]-5-(trifluoromethyl)pyrazol-4-yl]-1-methylimidazole-2-carboxamide